2'-bromo-N-(5-(((1S,3S)-3-hydroxycyclohexyl)oxy)-1,3,4-thiadiazol-2-yl)-5'-methoxy-6-methyl-[4,4'-bipyridine]-3-carboxamide BrC1=NC=C(C(=C1)C1=C(C=NC(=C1)C)C(=O)NC=1SC(=NN1)O[C@@H]1C[C@H](CCC1)O)OC